N-((R)-1-(3-(difluoromethyl)-2-fluorophenyl)ethyl)-2-methyl-6-(tetrahydrofuran-3-yl)-7,8-dihydro-6H-[1,4]oxazino[3,2-g]quinazolin-4-amine FC(C=1C(=C(C=CC1)[C@@H](C)NC1=NC(=NC2=CC3=C(C=C12)N(CCO3)C3COCC3)C)F)F